N-[5-ethylsulfonyl-6-[3-methyl-6-(trifluoromethyl)imidazo[4,5-c]pyridin-2-yl]-3-pyridinyl]cyclopropanecarboxamide C(C)S(=O)(=O)C=1C=C(C=NC1C1=NC2=C(C=NC(=C2)C(F)(F)F)N1C)NC(=O)C1CC1